(3R)-chroman-3-amine hydrochloride Cl.O1C[C@@H](CC2=CC=CC=C12)N